dodecene-5-ene-1,3-diol C(=CC(CC=CCCCCCC)O)O